N-[(3-chloro-1,2,4-triazin-6-yl)methyl]-1-ethylcyclobutane-1-carboxamide ClC=1N=NC(=CN1)CNC(=O)C1(CCC1)CC